3-(3H-[1,2,3]Triazolo[4,5-d]pyrimidin-5-yl)-N-(4-((benzyloxy)methyl)-3-fluorophenyl)benzamide N1=NNC=2N=C(N=CC21)C=2C=C(C(=O)NC1=CC(=C(C=C1)COCC1=CC=CC=C1)F)C=CC2